2-sulfanylbenzoic acid SC1=C(C(=O)O)C=CC=C1